ClC1=C(C=CC(=C1)Cl)[C@@H](C)N1N=C(C=2C1=NC(=CN2)N2CC(C2)[C@@H]2CN(CCC2)CCO)I 2-((R)-3-(1-(1-((R)-1-(2,4-dichlorophenyl)ethyl)-3-iodo-1H-pyrazolo[3,4-b]pyrazin-6-yl)azetidin-3-yl)piperidin-1-yl)ethan-1-ol